Ethyl 10-isopropylphenanthrene-9-carboxylate C(C)(C)C1=C(C2=CC=CC=C2C=2C=CC=CC12)C(=O)OCC